OC=1C=C(CNC(C2=C(C=CC(=C2)OC)N2CCOCC2)=O)C=CC1OC N-(3-hydroxy-4-methoxybenzyl)-2-morpholinyl-5-methoxybenzamide